6-{5-chloro-2-[(oxacyclohex-4-yl)amino]pyrimidin-4-yl}-2-[2-oxo-2-(5,6,7,8-tetrahydro-1,7-naphthyridin-7-yl)ethyl]-2,3-dihydro-1H-isoindol-1-one ClC=1C(=NC(=NC1)NC1CCOCC1)C1=CC=C2CN(C(C2=C1)=O)CC(N1CCC=2C=CC=NC2C1)=O